3-iodo-3-methyl-1-butene IC(C=C)(C)C